1-oxaspiro[4.5]decan-8-amine O1CCCC12CCC(CC2)N